O.O.O.O.Cl[Fe]Cl The molecule is a hydrate that is the tetrahydrate form of iron dichloride. It is a hydrate, an iron coordination entity and an inorganic chloride. It contains an iron dichloride.